OC1=C(C=CC=C1)C1=NN=C(O1)COC1=C(C=C(C=C1)/C=C/C(=O)C1=CC=C(C=C1)OC)OC (E)-3-[4-[[5-(2-Hydroxyphenyl)-1,3,4-oxadiazol-2-yl]methoxy]-3-methoxyphenyl]-1-(4-methoxyphenyl)prop-2-en-1-one